tetramethoxymelamine CON(C1=NC(=NC(=N1)N)N(OC)OC)OC